CN(C(CCC(=O)NC1CCC(CC1)N1C(C=C(C2=C1N=C(N=C2)NC2=CC=C(C=C2)N2CCN(CC2)C)C#C)=O)=O)C N,N-Dimethyl-N'-[(1s,4s)-4-(5-ethynyl-2-{[4-(4-methylpiperazin-1-yl)phenyl]amino}-7-oxopyrido[2,3-d]pyrimidin-8-yl)cyclohexyl]succinamide